7-fluoro-2,3-dihydrobenzofuran-5-amine FC1=CC(=CC=2CCOC21)N